(S)-2-((2-ethoxyphenoxy)methyl)morpholine HCl salt Cl.C(C)OC1=C(OC[C@@H]2CNCCO2)C=CC=C1